fluoro-6-(trifluoromethyl)spiro[2,3-dihydroisoquinolin-4,1'-cyclopropan]-1-one FC1C2(C1)CNC(C1=CC=C(C=C12)C(F)(F)F)=O